6-(5-chloropyrimidin-2-yl)-2-azaspiro[3.3]hept-5-ene ClC=1C=NC(=NC1)C1=CC2(CNC2)C1